[N+](=O)([O-])C1=CC=C(C=C1)C(=O)NC1=CC=C(C=C1)[N+](=O)[O-] 4,4'-dinitrobenzeneanilide